COC1=C(CN(C=2OC3=C(C=NC=C3C3(CC(OCC3)C(=O)OCC)O)N2)CC2=C(C=C(C=C2)OC)OC)C=CC(=C1)OC ethyl 4-(2-(bis(2,4-dimethoxybenzyl)amino)oxazolo[4,5-c]pyridin-7-yl)-4-hydroxytetrahydro-2H-pyran-2-carboxylate